trans-4-[(3-oxoisoindolin-5-yl)methyl]cyclohexanecarboxylic acid O=C1NCC2=CC=C(C=C12)C[C@@H]1CC[C@H](CC1)C(=O)O